1-(((1R,4R,6R)-2-((3-cyano-1-azetidinyl)sulfonyl)-2-azabicyclo[2.2.1]hept-6-yl)carbonyl)-N-(4-(trifluoromethyl)benzyl)-D-prolinamide C(#N)C1CN(C1)S(=O)(=O)N1[C@H]2[C@@H](C[C@@H](C1)C2)C(=O)N2[C@H](CCC2)C(=O)NCC2=CC=C(C=C2)C(F)(F)F